N1[C@H](COCC1)CC(=O)OC Methyl (S)-2-(Morpholin-3-Yl)Acetate